C1(CCCC1)NC=1SC=C(C1C(=O)OC)C methyl 2-(cyclopentylamino)-4-methylthiophene-3-carboxylate